trans-4-((3-(1-Iso-propyl-1H-pyrazol-4-yl)phenyl)((trans-4-(5-methoxy-6-methylpyridin-2-yl)cyclohexyl)-methyl)carbamoyl)-cyclohexyl-3-(methylsulfonyl)-azetidine-1-carboxylate C(C)(C)N1N=CC(=C1)C=1C=C(C=CC1)N(C(=O)[C@@H]1CC[C@H](CC1)OC(=O)N1CC(C1)S(=O)(=O)C)C[C@@H]1CC[C@H](CC1)C1=NC(=C(C=C1)OC)C